2-bromo-6-(1,2,3,6-tetrahydropyridin-4-yl)pyridine BrC1=NC(=CC=C1)C=1CCNCC1